(S)-tert-butyl methyl(2-methylbutyl)carbamate CN(C(OC(C)(C)C)=O)C[C@H](CC)C